ClC1=CC(=C(C=C1)N(S([O-])(=O)=O)CC)CN(C(C(C)(C)C)=O)CC=1OC=CC1 N-(4-chloro-2-((N-(furan-2-ylmethyl)-2,2-dimethylpropionamido)methyl)phenyl)-N-ethylsulfamate